methylcyclopentane-1-carbaldehyde CC1(CCCC1)C=O